OCC1=CC=C2C3(CN(CC2=C1)C(=O)OC(C)(C)C)CC3 Tert-Butyl 7'-(hydroxymethyl)-1'H-spiro[cyclopropane-1,4'-isoquinoline]-2'(3'H)-carboxylate